3-Bromo-11-hydroxy-6-methyl-6,11-dihydrodibenzo[c,f][1,2]thiazepine 5,5-dioxide BrC1=CC2=C(C(C3=C(N(S2(=O)=O)C)C=CC=C3)O)C=C1